6-[1-(2,2-difluoroethyl)-1H-pyrazolo[3,4-b]pyrazin-6-yl]-2-(3,5-difluorophenoxy)-6-azaspiro[3.5]nonane FC(CN1N=CC=2C1=NC(=CN2)N2CC1(CC(C1)OC1=CC(=CC(=C1)F)F)CCC2)F